5-hydroxy-3-methylenepentane OCCC(CC)=C